C(C1=CC=CC=C1)(=O)OCC([C@H](C[C@H]1C(NCCC1)=O)NC([C@@H](NC(=O)C=1NC2=CC=CC(=C2C1)OC)CC(C)C)=O)=O (3S)-3-{[N-(4-methoxy-1H-indole-2-carbonyl)-L-leucyl]amino}-2-oxo-4-[(3S)-2-oxopiperidin-3-yl]butyl benzoate